C(C)OCOC=1C=C(C=CC1C=1N=NC(=CC1C)N[C@H]1CN(CCC1)C)C(C#C)O 1-(3-(Ethoxymethoxy)-4-(4-methyl-6-(((R)-1-methylpiperidin-3-yl)amino)pyridazin-3-yl)phenyl)propan-2-yn-1-ol